4-(but-3-en-1-yloxy)-5-chloropyridin-3-amine C(CC=C)OC1=C(C=NC=C1Cl)N